C(C)(C)(C)C1=C(C(=CC(=C1O)C(C)(C)C)C)N(C)C 2,6-di-tert.-butyl-N,N-dimethylamino-p-cresol